2-(1-naphthyl)-5-phenylfuran C1(=CC=CC2=CC=CC=C12)C=1OC(=CC1)C1=CC=CC=C1